ClC=1N=C(NC1[C@H]1[C@H](CN(CC1)S(=O)(=O)C1CN(C1)C(C)=O)C)C1=NC=C(C=C1)F 1-[3-[[(3R,4R)-4-[4-Chloro-2-(5-fluoro-2-pyridyl)-1H-imidazol-5-yl]-3-methyl-1-piperidyl]sulfonyl]azetidin-1-yl]ethanone